CC1=C(C=CC=C1C)N1CCN(C2(CC2)C1)C(CN1N=C(C2=C1CCC2)C(=O)N2CCC(CC2)O)=O 1-(7-(2,3-Dimethyl-phenyl)-4,7-diazaspiro[2.5]octan-4-yl)-2-(3-(4-hydroxypiperidin-1-carbonyl)-5,6-dihydrocyclopenta[c]pyrazol-1(4H)-yl)ethanon